N,N-bis([1,1'-biphenyl]-4-yl)-3'-(9H-carbazol-9-yl)[1,1'-biphenyl]-4-amine C1(=CC=C(C=C1)N(C1=CC=C(C=C1)C1=CC(=CC=C1)N1C2=CC=CC=C2C=2C=CC=CC12)C1=CC=C(C=C1)C1=CC=CC=C1)C1=CC=CC=C1